C(C)OC(CCCC=1C=C2CCN(CC2=CC1)C(=O)OCC1=CC=CC=C1)=O benzyl 6-(4-ethoxy-4-oxobutyl)-3,4-dihydro-1H-isoquinoline-2-carboxylate